CC1(CCN(CC1)C(=O)NC1=NC=CC(=C1)C1=CN(C2=NC=CC(=C21)OC2=CC=C1CCN(CC1=C2)C(=O)OC(C)(C)C)S(=O)(=O)C2=CC=C(C)C=C2)C tert-Butyl 7-((3-(2-(4,4-dimethylpiperidine-1-carboxamido)pyridin-4-yl)-1-tosyl-1H-pyrrolo[2,3-b]pyridin-4-yl)oxy)-3,4-dihydroisoquinoline-2(1H)-carboxylate